methyl 4-{N-[(2-{[(tert-butoxy)carbonyl]amino}quinolin-7-yl)methyl]acetamido}-1-methyl-1H-pyrazole-5-carboxylate C(C)(C)(C)OC(=O)NC1=NC2=CC(=CC=C2C=C1)CN(C(C)=O)C=1C=NN(C1C(=O)OC)C